methyl 3-amino-4-[2-nitro-5-(trifluoromethyl)phenyl]but-2-enoate NC(=CC(=O)OC)CC1=C(C=CC(=C1)C(F)(F)F)[N+](=O)[O-]